6-((S)-3-((2S,4R)-1-((S)-2-(1-Fluorocyclopropane-1-carboxamido)-3,3-dimethylbutanoyl)-4-hydroxypyrrolidine-2-carboxamido)-3-(4-(4-methylthiazol-5-yl)phenyl)propanamido)hexanoic acid FC1(CC1)C(=O)N[C@H](C(=O)N1[C@@H](C[C@H](C1)O)C(=O)N[C@@H](CC(=O)NCCCCCC(=O)O)C1=CC=C(C=C1)C1=C(N=CS1)C)C(C)(C)C